2-hydroxy-2-(4-methyl-3,4-dihydro-2H-1,4-benzoxazin-6-yl)ethan-1-one OC(C=O)C=1C=CC2=C(N(CCO2)C)C1